tert-butyl (cyclopropylmethyl)(4-(1-(4-(trifluoromethoxy)phenyl)-1H-1,2,4-triazol-3-yl)phenethyl)carbamate C1(CC1)CN(C(OC(C)(C)C)=O)CCC1=CC=C(C=C1)C1=NN(C=N1)C1=CC=C(C=C1)OC(F)(F)F